[Cu+2].C1(=CC=CC=C1)O.C1(=CC=CC=C1)O diphenol copper (II)